5-bromo-(4-isopropylphenyl)-N-methyl-pyridin-2-amine BrC=1C=C(C(=NC1)NC)C1=CC=C(C=C1)C(C)C